4-[(1S,4S,5R)-5-{[5-cyclopropyl-3-(2,6-dichlorophenyl)-1,2-oxazol-4-yl]methoxy}-2-azabicyclo[2.2.1]heptan-2-yl]-2-fluorobenzoic acid methyl ester COC(C1=C(C=C(C=C1)N1[C@@H]2C[C@H]([C@H](C1)C2)OCC=2C(=NOC2C2CC2)C2=C(C=CC=C2Cl)Cl)F)=O